FC=1C(=C(C(=O)OC2=C(C(=C(C(=O)OCC3=CC=CC=C3)C(=C2C)C)C)C)C(=C(C1O)C)O)C benzyl 4-((3-fluoro-4,6-dihydroxy-2,5-dimethylbenzoyl)oxy)-2,3,5,6-tetramethylbenzoate